(1r,2s,3r,5s)-3-(4-amino-9H-pyrimido[4,5-b]indol-9-yl)-5-(2-(2-aminoquinolin-7-yl)ethyl)cyclopentane-1,2-diol NC1=NC=NC=2N(C3=CC=CC=C3C21)[C@H]2[C@@H]([C@@H]([C@H](C2)CCC2=CC=C1C=CC(=NC1=C2)N)O)O